(2R,3R)-3-({2-[bis(tert-butoxycarbonyl) amino] pyridin-4-yl} methyl)-4-oxoazetidin-2-yl 3-chlorobenzoate ClC=1C=C(C(=O)O[C@H]2NC([C@@H]2CC2=CC(=NC=C2)N(C(=O)OC(C)(C)C)C(=O)OC(C)(C)C)=O)C=CC1